6-(7,8-dimethyl-3-(trifluoromethyl)-[1,2,4]triazolo[4,3-b]pyridazin-6-yl)-3-(6-methoxy-3,4-dihydroquinolin-1(2H)-yl)-5,6,7,8-tetrahydro-1,6-naphthyridine CC1=C(C=2N(N=C1N1CC=3C=C(C=NC3CC1)N1CCCC3=CC(=CC=C13)OC)C(=NN2)C(F)(F)F)C